2-(7-((2S,5R)-4-(1-(4-fluoro-2-(trifluoromethyl)phenyl)ethyl)-2,5-dimethylpiperazine-1-yl)-4-methyl-5-oxo-4,5-dihydro-2H-pyrazolo[4,3-b]Pyridin-2-yl)acetonitrile FC1=CC(=C(C=C1)C(C)N1C[C@@H](N(C[C@H]1C)C=1C=2C(N(C(C1)=O)C)=CN(N2)CC#N)C)C(F)(F)F